4-[6-chloro-8-fluoro-2-[3-(4-methoxy-1-piperidyl)azetidin-1-yl]-4-piperazin-1-yl-quinazolin-7-yl]-1,3-benzothiazol-2-amine ClC=1C=C2C(=NC(=NC2=C(C1C1=CC=CC2=C1N=C(S2)N)F)N2CC(C2)N2CCC(CC2)OC)N2CCNCC2